COCCOC1=CC(=C(C(=O)NC=2C=C(C=CC2C(F)(F)F)[C@@H]2[C@@H](C2)C(=O)O)C(=C1)C)C (1R,2S)-2-[3-{[4-(2-methoxyethoxy)-2,6-dimethylbenzoyl]amino}-4-(trifluoromethyl)phenyl]cyclopropanecarboxylic acid